OC=1C=CC(=C2C=CC=NC12)C(C)=O 1-(8-hydroxyquinolin-5-yl)ethanone